2-methyl-3-((1R)-1-((5-methyl-1-(tetrahydrofuran-3-yl)-2,3-dihydro-1H-pyrrolo[2,3-g]phthalazin-8-yl)amino)ethyl)benzonitrile CC1=C(C#N)C=CC=C1[C@@H](C)NC1=NN=C(C=2C=C3C(=CC12)N(CC3)C3COCC3)C